3-(3-phenylpropyl)-5-[(2S)-1-trifluoroacetyl-pyrrolidin-2-yl]-1,2,4-oxadiazole C1(=CC=CC=C1)CCCC1=NOC(=N1)[C@H]1N(CCC1)C(C(F)(F)F)=O